2-chlorophenyl (3S)-4-[(2R)-2-(cyclohexylamino)-2-{1-[(1-methyl-1H-imidazol-4-yl)sulfonyl]piperidin-4-yl}acetyl]-3-[(thiophen-2-ylmethyl)carbamoyl]piperazine-1-carboxylate C1(CCCCC1)N[C@@H](C(=O)N1[C@@H](CN(CC1)C(=O)OC1=C(C=CC=C1)Cl)C(NCC=1SC=CC1)=O)C1CCN(CC1)S(=O)(=O)C=1N=CN(C1)C